1-((10-hydroxy-7-(2-(trifluoromethyl)thiazole-4-carbonyl)-7-azaspiro[4.5]decan-10-yl)methyl)-N,N-dimethyl-6-oxo-4-phenyl-1,6-dihydropyridine-3-carboxamide OC1(CCN(CC12CCCC2)C(=O)C=2N=C(SC2)C(F)(F)F)CN2C=C(C(=CC2=O)C2=CC=CC=C2)C(=O)N(C)C